(1R,5S)-3-(6-((5-methyl-1H-pyrazol-3-yl)amino)-4-(trifluoromethyl)pyridin-2-yl)-3,8-diazabicyclo[3.2.1]octane-8-carboxylic acid tert-butyl ester C(C)(C)(C)OC(=O)N1[C@H]2CN(C[C@@H]1CC2)C2=NC(=CC(=C2)C(F)(F)F)NC2=NNC(=C2)C